N-(1-isopropyl-6-(4-(trifluoromethoxy)phenyl)-1H-pyrazolo[3,4-d]pyrimidin-4-yl)-5-nitrothiophene-2-carboxamide C(C)(C)N1N=CC=2C1=NC(=NC2NC(=O)C=2SC(=CC2)[N+](=O)[O-])C2=CC=C(C=C2)OC(F)(F)F